2-Propyloctyl 8-(benzyloxy)octanoate C(C1=CC=CC=C1)OCCCCCCCC(=O)OCC(CCCCCC)CCC